ClC=1N=C(C2=C(N1)C=NC(=C2)C2CCOCC2)N[C@H](C)C2=C(C(=CC=C2)C(F)F)F (R)-2-chloro-N-(1-(3-(difluoromethyl)-2-fluorophenyl)ethyl)-6-(tetrahydro-2H-pyran-4-yl)pyrido[3,4-d]pyrimidin-4-amine